4-phenyl-1,2,4-triazoline-3,5-dione C1(=CC=CC=C1)N1C(N=NC1=O)=O